C(C1=CC=CC=C1)(=O)C1=CC=C(C=C1)C=1N=C2C(=C3C(N=C2)=NC=C3)N1 2-(4-benzoylphenyl)imidazo[4,5-d]Pyrrolo[2,3-b]Pyridine